N[C@H](C(=O)N1[C@@H](C[C@H](C1)O)C(=O)NCC=1C=NC(=CC1)C1=C(N=CS1)C)C(C)(C)C (2S,4R)-1-((S)-2-amino-3,3-dimethylbutanoyl)-4-hydroxy-N-((6-(4-methylthiazol-5-yl)pyridin-3-yl)methyl)pyrrolidine-2-carboxamide